[Br-].C(CCCCCCCCCCCCCCC)[N+](O)(O)CC N-n-hexadecyl-N,N-dihydroxyethylammonium bromide